CC1CN(CC(O1)C)S(=O)(=O)C1=COC(=C1)C1=C(C(=C(C(=C1)F)F)OC)F 2,6-Dimethyl-4-((5-(2,4,5-trifluoro-3-methoxyphenyl)furan-3-yl)sulfonyl)morpholine